BrC=1C=CC=C2C(=C(C(N(C12)C)=O)C#N)N1CCC(CC1)(C=1OC2=C(N1)C=C(C=C2)C)C 8-bromo-1-methyl-4-[4-methyl-4-(5-methyl-1,3-benzooxazol-2-yl)piperidin-1-yl]-2-oxo-1,2-dihydroquinoline-3-carbonitrile